C(C)[C@@H]1CN(CCO1)[C@H]1C[C@H](CC1)C1=NC(=NN1C(C)C)C=1C=NC=C(C1)F (R)-2-ethyl-4-((1R,3S)-3-(3-(5-fluoropyridin-3-yl)-1-isopropyl-1H-1,2,4-triazol-5-yl)cyclopentyl)morpholine